C(C1=CC=CC=C1)OC1=C(C=CC(=C1)C(F)(F)F)C1=NN=C(C=2N1C=CN2)N[C@H]2CN(CCC2)C(=O)OC(C)(C)C tert-butyl (R)-3-((5-(2-(benzyloxy)-4-(trifluoromethyl)phenyl)imidazo[1,2-d][1,2,4]triazin-8-yl)amino)piperidine-1-carboxylate